S1C(=NC2=C1C=CC=C2)NC(=O)C=2C=CC=C1CCN(CC21)C2=CC=C(C(=N2)C(=O)OC(C)(C)C)C2=C(C(=CC=C2)OCC2CC1(C2)CCN(CC1)CC(OCC)OCC)C tert-butyl 6-[8-(1,3-benzothiazol-2-ylcarbamoyl)-3,4-dihydro-1H-isoquinolin-2-yl]-3-[3-[[7-(2,2-diethoxyethyl)-7-azaspiro[3.5]nonan-2-yl]methoxy]-2-methyl-phenyl]pyridine-2-carboxylate